[NH4+].C(C1=CC(=O)NC(=O)N1)(=O)[O-] orotic acid ammonium salt